ClC1=C(C=CC=C1Cl)N1CCN(CC1)CC1CCC(N(C1)CCC(C(=O)N(C)C)(C1=CC=CC=C1)C1=CC=CC=C1)C 4-(5-((4-(2,3-dichlorophenyl)piperazin-1-yl)methyl)-2-methylpiperidin-1-yl)-N,N-dimethyl-2,2-diphenylbutanamide